[4-(cyanomethyl)phenyl]acetamide C(#N)CC1=CC=C(C=C1)CC(=O)N